C(C1=CC=CC=C1)N1C2CN(CC1CC2)C(=O)OC(C)(C)C tert-butyl 8-benzyl-3,8-diazabicyclo[3.2.1]octane-3-carboxylate